2-methyl-3-oxobutyronitrile CC(C#N)C(C)=O